4-[(4R,10bS)-8-[(3R,4R)-3-amino-4-methoxy-pyrrolidin-1-yl]-4-methyl-3,4,6,10b-tetrahydro-1H-pyrazino[2,1-a]isoindol-2-yl]-1-methyl-1,8-naphthyridin-2-one N[C@@H]1CN(C[C@H]1OC)C=1C=C2CN3[C@@H](C2=CC1)CN(C[C@H]3C)C3=CC(N(C1=NC=CC=C31)C)=O